NC=1C=CC(=NC1C1=C(C=C(C=C1OC)F)F)NC1=NC=C(C(=C1)N1C[C@H](CCC1)O)CCC1CCOCC1 (3S)-1-(2-((5-amino-6-(2,4-difluoro-6-methoxyphenyl)pyridin-2-yl)amino)-5-(2-(tetrahydro-2H-pyran-4-yl)ethyl)pyridin-4-yl)piperidin-3-ol